(3-(pyridin-3-yl)phenyl)methanol N1=CC(=CC=C1)C=1C=C(C=CC1)CO